FC(C1=NOC(=C1)C1=C(C=CC=C1F)O)F 2-[3-(Difluoromethyl)isoxazol-5-yl]-3-fluoro-phenol